(S)-2-bromo-4-methylpentanoic acid Br[C@H](C(=O)O)CC(C)C